NC1=C(C=C(C=N1)C=1C=NC=CC1)OC1=C(C=CC=C1)N(C(N)=O)C1=CC(=C(C=C1)Cl)C(F)(F)F 3-((6-amino-[3,3'-bipyridin-5-yl]oxy)phenyl)-3-(4-chloro-3-(trifluoromethyl)phenyl)urea